isopropyl-1,4-dimethyl-8-phenylazulene C(C)(C)C1=C(C2=C(C=CC=C(C2=C1)C)C1=CC=CC=C1)C